CCC(CC)NC1=C(C=C(C(=C1[N+](=O)[O-])C)C)[N+](=O)[O-] The molecule is a member of the class of substituted anilines that is N-(pentan-3-yl)aniline bearing two additional nitro substituents at positions 2 and 6 as well as two methyl substituents at positions 3 and 4. A herbicide used to control most annual grasses and many annual broad-leaved weeds. It has a role as a herbicide, an environmental contaminant and an agrochemical. It is a substituted aniline, a secondary amino compound and a C-nitro compound.